C(#N)C1=C(C=CC=C1)CN(CC(=O)N(C1=C(C=C(C(=O)O)C=C1)OCC)CC1=CC(=CC(=C1)N1CCCC1)C1CC1)S(=O)(=O)C1=C(C(=C(C=C1F)F)F)F 4-[[2-[(2-cyanophenyl)methyl-(2,3,4,6-tetrafluorophenyl)sulfonyl-amino]acetyl]-[(3-cyclopropyl-5-pyrrolidin-1-yl-phenyl)methyl]amino]-3-ethoxy-benzoic acid